(S,6S)-6-methyl-N'-(((R)-3-methyl-1,2,3,5,6,7-hexahydro-s-indacen-4-yl)carbamoyl)-6,7-dihydro-5H-pyrazolo[5,1-b][1,3]oxazine-3-sulfonimidamide C[C@H]1CN2C(OC1)=C(C=N2)[S@](=O)(N)=NC(NC2=C1[C@@H](CCC1=CC=1CCCC21)C)=O